NC=1C=2N(C3=CC(=C(C=C3N1)Cl)C(=O)N([C@@H]1COC3=C1C=CC(=C3)C(F)(F)F)C)C=NC2 (S)-4-amino-7-chloro-N-methyl-N-(6-(tri-fluoromethyl)-2,3-di-hydrobenzofuran-3-yl)-imidazo[1,5-a]quinoxaline-8-carboxamide